C1(=CC=C(C=C1)CN1C=CC2=C(C=CC(=C12)C(=O)NC1CC2(CCC2)C1)Cl)C1=CC=CC=C1 6-(1-([1,1'-Biphenyl]-4-ylmethyl)-4-chloro-1H-indol-7-carboxamido)spiro[3.3]heptan